CC1CC(N(C1=O)C1=CC=CC=C1)CC#N 2-(4-methyl-5-oxo-1-phenylpyrrolidin-2-yl)acetonitrile